(R)-[4-Fluoro-3-(5-fluoro-7-morpholin-4-ylquinazolin-4-yl)-phenyl]-(3-methyl-pyrazin-2-yl)-methanol FC1=C(C=C(C=C1)[C@@H](O)C1=NC=CN=C1C)C1=NC=NC2=CC(=CC(=C12)F)N1CCOCC1